7-((4-(2,6-dimethylmorpholino)phenyl)amino)-5-fluoro-4-methyl-2H-benzo[b][1,4]oxazin-3(4H)-one CC1OC(CN(C1)C1=CC=C(C=C1)NC=1C=C(C2=C(OCC(N2C)=O)C1)F)C